FC=1C=C(C=O)C=CC1OC1=CC(=NC=C1)C(F)(F)F 3-fluoro-4-((2-(trifluoromethyl)pyridin-4-yl)oxy)benzaldehyde